C1C(CC2=CC=CC=C12)NC(=O)C1=CC=NC=2N1N=C(C2C(=O)N)COC N7-indan-2-yl-2-(methoxymethyl)pyrazolo[1,5-a]pyrimidine-3,7-dicarboxamide